7-((3R,4R)-4-Methoxytetrahydrofuran-3-yl)-2-((1-(oxetan-3-yl)-3-(((R)-1,1,1-trifluoropropan-2-yl)oxy)-1H-pyrazol-4-yl)amino)-7H-pyrrolo[2,3-d]pyrimidine-6-carbonitrile CO[C@@H]1[C@@H](COC1)N1C(=CC2=C1N=C(N=C2)NC=2C(=NN(C2)C2COC2)O[C@@H](C(F)(F)F)C)C#N